OC1(C(C(=O)OC)C=C(C=C1)O)C(=O)[O-] methyl 2,5-dihydroxyphthalate